(S)-3-(3,5-difluorophenyl)isoxazolidine FC=1C=C(C=C(C1)F)[C@H]1NOCC1